bis(2-hydroxypropyl) phenylphosphonate C1(=CC=CC=C1)P(OCC(C)O)(OCC(C)O)=O